2,2,2-triFluoroethyl methyl carbonate C(OCC(F)(F)F)(OC)=O